[K+].[Cu+2].[O-]P([O-])(=O)OP(=O)([O-])O pyrophosphate copper potassium